2-bromo-5-(2,6-difluorophenyl)-6,7-dihydro-5H-pyrrolo[1,2-b][1,2,4]triazol-7-ol BrC=1N=C2N(N1)C(CC2O)C2=C(C=CC=C2F)F